thio-cytidine [C@@H]1([C@H](O)[C@H](O)[C@@H](CO)O1)N1C(=S)N=C(N)C=C1